C(=O)(O)OC(=O)OC(=O)O.CC(CC)(C)C trimethylpropane tricarbonate